methyl 5-(4-(1-(tert-butoxycarbonyl)-1H-pyrazol-4-yl) phenoxy)-1-(4-methoxybenzyl)-1H-1,2,3-triazole-4-carboxylate C(C)(C)(C)OC(=O)N1N=CC(=C1)C1=CC=C(OC2=C(N=NN2CC2=CC=C(C=C2)OC)C(=O)OC)C=C1